C1(C(CCCCCC1)N)N 1,2-Cyclooctanediamine